2-(5-(((1R,3S)-3-((2-chloro-5-(1-(difluoromethyl)-1H-pyrazol-3-yl)pyridin-4-yl)amino)cyclopentyl)methoxy)-1-methyl-1H-pyrazol-4-yl)pyrimidin-4-amine ClC1=NC=C(C(=C1)N[C@@H]1C[C@@H](CC1)COC1=C(C=NN1C)C1=NC=CC(=N1)N)C1=NN(C=C1)C(F)F